propoxythioglucose C(CC)OC(=S)[C@H](O)[C@@H](O)[C@H](O)[C@H](O)CO